C(CCCCCCCCCCCC(=O)OC=C)(=O)OC=C divinyl brassylate